(2R,5R)-3-(4-amino-3-Nitrophenethyl)-2-(1-(4-bromophenyl)-3-(4-fluorophenyl)-1H-pyrazol-4-yl)-5-methyloxazolidine NC1=C(C=C(CCN2[C@H](O[C@@H](C2)C)C=2C(=NN(C2)C2=CC=C(C=C2)Br)C2=CC=C(C=C2)F)C=C1)[N+](=O)[O-]